3-(3-(2,6-dichlorophenyl)-1,2,4-oxadiazol-5-yl)-5-(1-(tetrahydro-2H-pyran-4-yl)-1H-pyrazol-4-yl)pyridin-2-amine ClC1=C(C(=CC=C1)Cl)C1=NOC(=N1)C=1C(=NC=C(C1)C=1C=NN(C1)C1CCOCC1)N